3-(propan-2-yl)piperazine CC(C)C1CNCCN1